C(C)C1(CCN(CC1)CC1=C(C=C(CNC2=C3C(N(C(=NC3=CC=C2)C)C2C(NC(CC2)=O)=O)=O)C=C1)C)OC 3-(5-((4-((4-ethyl-4-methoxypiperidin-1-yl)methyl)-3-methylbenzyl)amino)-2-methyl-4-oxoquinazolin-3(4H)-yl)piperidine-2,6-dione